5-chloro-N-(2,4-difluoro-5-(7-((4-methoxybenzyl)(methyl)amino)-2-methyl-1,6-naphthyridin-3-yl)phenyl)-2-methoxypyridine-3-sulfonamide ClC=1C=C(C(=NC1)OC)S(=O)(=O)NC1=C(C=C(C(=C1)C=1C(=NC2=CC(=NC=C2C1)N(C)CC1=CC=C(C=C1)OC)C)F)F